1-(9-butyl-9H-carbazol-3-yl)-2-hydroxy-2-methylpropan-1-one C(CCC)N1C2=CC=CC=C2C=2C=C(C=CC12)C(C(C)(C)O)=O